2,2-difluoropropan FC(C)(C)F